BrC1=C(C=CC=C1)C[C@@H](C)N (R)-(-)-2-(2-bromophenyl)-1-methylethylamine